BrC=1C=CC=2N(C3=CC=CC=C3C2C1)CC 3-Bromo-9-ethylcarbazole